2-(4-bromomethylphenyl)-N-(6-oxo-1-phenyl-1,6-dihydropyridin-3-yl)acetamide BrCC1=CC=C(C=C1)CC(=O)NC1=CN(C(C=C1)=O)C1=CC=CC=C1